3-(4-chlorophenyl)-N-(4-(pyridin-4-yl)-1H-imidazol-2-yl)propenamide, trifluoroacetic acid salt FC(C(=O)O)(F)F.ClC1=CC=C(C=C1)C=CC(=O)NC=1NC=C(N1)C1=CC=NC=C1